NC1=NC2=CC(=CC=C2C=C1)C1=NC=CC(=C1)NC(C=C)=O N-[2-(2-aminoquinolin-7-yl)pyridin-4-yl]prop-2-enamide